1-(((3S)-1-((3-cyano-3-methyl-1-azetidinyl)sulfonyl)-3-piperidinyl)carbonyl)-N-(4-(trifluoromethyl)benzyl)-D-prolinamide C(#N)C1(CN(C1)S(=O)(=O)N1C[C@H](CCC1)C(=O)N1[C@H](CCC1)C(=O)NCC1=CC=C(C=C1)C(F)(F)F)C